FC1=C2CCC[C@@]3(C2=CC=C1OC)N=C1N(C=C(C=C1F)C(F)(F)F)C3 (S)-5',8-difluoro-6'-methoxy-6-(trifluoromethyl)-3',4'-dihydro-2H,3H-spiro[imidazo[1,2-a]pyridine-2,1'-naphthalene]